COC1=C(COCC2=C(C=CC=C2)OC)C=CC=C1 2-methoxybenzyl oxide